FC1=C(OC=2C=C(C(=NC2)C(=O)C2=CNC3=NC=C(C(=C32)N[C@H]3CO[C@@H](CC3)CO)OC)C)C=CC=C1 (5-(2-fluorophenoxy)-3-methylpyridin-2-yl)(4-(((3R,6S)-6-(hydroxymethyl)tetrahydro-2H-pyran-3-yl)amino)-5-methoxy-1H-pyrrolo[2,3-b]pyridin-3-yl)methanone